tertiary butyl 3-((4-(4-((5-chloro-4-((2-(N-methylmethanesulfonamido)phenyl)amino)pyrimidin-2-yl)amino)-3-methoxyphenyl)piperazin-1-yl)methyl)azetidin-1-carboxylate ClC=1C(=NC(=NC1)NC1=C(C=C(C=C1)N1CCN(CC1)CC1CN(C1)C(=O)OC(C)(C)C)OC)NC1=C(C=CC=C1)N(S(=O)(=O)C)C